CC=1C(N=NN1)=S methyl-triazolthione